BrC=1C(=C2C(N(C(C2=CC1)=O)C)(C)C)OC 5-Bromo-4-methoxy-2,3,3-trimethylisoindolin-1-one